ClC=1C=CC2=C([C@@H](C[C@@H](O2)C(=O)NC2CCC(CC2)N2N=CC(=C2)C2=NC=C(C=C2)OC(F)(F)F)O)C1 (2R,4R)-6-chloro-4-hydroxy-N-[(1r,4R)-4-{4-[5-(trifluoromethoxy)pyridin-2-yl]-1H-pyrazol-1-yl}cyclohexyl]-3,4-dihydro-2H-1-benzopyran-2-carboxamide